CC1=CC=C(C=C1)C1=NN2C(CN(CC2)C(C=C)=O)=C1C1=CC=NC=C1 1-[2-(4-methylphenyl)-3-(pyridin-4-yl)-6,7-dihydropyrazolo[1,5-a]pyrazin-5(4H)-yl]prop-2-en-1-one